[N].P (S)-phosphine nitrogen